C1(CCCCC1)CCC12CCC(C3C4C=CC(C13)C4)C2 2-cyclohexylethyl-1,2,3,4,4a,5,8,8a-octahydro-1,4:5,8-dimethanonaphthalene